O1CCN(CC1)C1=C(C=CC=C1)CC(=O)OCC ethyl 2-(2-morpholinophenyl)acetate